methyl 3-((5-phenyl-1,3,4-oxadiazol-2-yl)amino)benzoate C1(=CC=CC=C1)C1=NN=C(O1)NC=1C=C(C(=O)OC)C=CC1